N1(C=NC=C1)C=1C=CC(=C(C1)O)C1=NC=C(N=C1)O[C@H]1C[C@@]2(CC[C@H](C1)N2)C 5-(1H-imidazol-1-yl)-2-(5-(((1S,3R,5R)-1-methyl-8-azabicyclo[3.2.1]octan-3-yl)oxy)pyrazin-2-yl)phenol